5-chloro-8-fluoro-7-(hydroxymethyl)-3-methylquinazoline-2,4(1H,3H)-dione ClC1=C2C(N(C(NC2=C(C(=C1)CO)F)=O)C)=O